Ethyl-triethoxysilan C(C)[Si](OCC)(OCC)OCC